N1(C[C@H](NCC1)C(=O)OC)C(=O)OC(C)(C)C (S)-1-tert-butyl 3-methyl piperazine-1,3-dicarboxylate